[bis(tri-t-butylphosphine)] palladium [Pd].C(C)(C)(C)P(C(C)(C)C)C(C)(C)C.C(C)(C)(C)P(C(C)(C)C)C(C)(C)C